tert-butyl 2-(4-cyclopropyl-2-(methoxymethoxy)phenyl)-9-diazo-8-oxo-2,3,4,5a,6,7,8,9-octahydro-5H-1,2,5,7-tetraazabenzo[cd]azulene-5-carboxylate C1(CC1)C1=CC(=C(C=C1)N1N=C2C(C(NCC3C2=C1CCN3C(=O)OC(C)(C)C)=O)=[N+]=[N-])OCOC